N-(m-tolyl)benzofuran-3-amine C1(=CC(=CC=C1)NC1=COC2=C1C=CC=C2)C